3-bromo-N-cyclobutyl-pyridin-2-amine BrC=1C(=NC=CC1)NC1CCC1